N1(CCCC1)[PH+](N1CCCC1)N1CCCC1 tripyrrolidinophosphonium